COC=1C=C(C=CC1)C(N)C1=NC(=CC=C1)OC (3-methoxyphenyl)(6-methoxypyridin-2-yl)methanamine